C[Si](CCCC[Si](Cl)(Cl)C)(Cl)Cl 1,4-bis(methyldichlorosilyl)butane